C([C@@H]1[C@H]([C@@H]([C@@H]([C@H](O1)O[C@H]2[C@H]([C@@H]([C@H](O[C@@H]2OC[C@@H]3[C@H]([C@@H]([C@@H]([C@H](O3)O)O)O)O)CO)O)O)O)O)O)O The molecule is a alpha-D-Manp-(1->2)-alpha-D-Manp-(1->6)-D-Manp in which the carbon bearing the anomeric hydroxy group has alpha- configuration. It derives from an alpha-D-Manp-(1->2)-alpha-D-Manp and an alpha-D-Manp-(1->6)-alpha-D-Manp.